2-methacrylamidododecylsulfonic acid C(C(=C)C)(=O)NC(CS(=O)(=O)O)CCCCCCCCCC